FC=1C(=CC=C2C=NN(C12)C1OCCCC1)/C=C/C(=O)OC methyl (2E)-3-[7-fluoro-1-(oxan-2-yl)indazol-6-yl]prop-2-enoate